N1(CC1)CCC(=O)O.N1(CC1)CCC(=O)O.N1(CC1)CCC(=O)O.OCCCC hydroxymethyl-propane tri(3-aziridinyl propionate)